trans-4-{6-chloro-2-[(1-cyclopropyl-5-methyl-1H-pyrazol-4-yl)amino]quinazolin-7-yl}-1-methylcyclohexan-1-ol ClC=1C=C2C=NC(=NC2=CC1C1CCC(CC1)(O)C)NC=1C=NN(C1C)C1CC1